methyl-triethylgermanium C[Ge](CC)(CC)CC